[Pd+].C(C)(C)(C)P(C(C)(C)C)C(C)(C)C (tri-t-butylphosphine) palladium (I)